C(CCCCC)(=O)OCC1=CC=CO1 furfuryl caproate